C(=O)O.NC1=C(C#N)C=C(C(=N1)C=1C=C2CN(C(C2=CC1)=O)C1C(NC(CC1)=O)=O)F 2-amino-6-(2-(2,6-dioxopiperidin-3-yl)-1-oxoisoindolin-5-yl)-5-fluoronicotinonitrile, formic acid salt